CCN(CC)C(=O)CBr 2-bromo-N,N-diethylacetamide